N,N'-Bis-[2-(1H-imidazol-4-yl)ethyl]malonamide N1C=NC(=C1)CCNC(CC(=O)NCCC=1N=CNC1)=O